ClC1=C(SC(=C1)I)C(=O)O chloro-5-iodo-thiophene-2-carboxylic acid